C(C)C1=CC=C(OCCCC(=O)NC2=C(C(=O)NC3=CC=C(C(=O)O)C=C3)C=CC=C2)C=C1 4-(2-(4-(4-ethylphenoxy)butyrylamino)benzoylamino)benzoic acid